tert-butyl (S)-(1-(3-cyclohexyl-4-oxo-3,4-dihydrophthalazin-1-yl)azepan-3-yl)(methyl)carbamate C1(CCCCC1)N1N=C(C2=CC=CC=C2C1=O)N1C[C@H](CCCC1)N(C(OC(C)(C)C)=O)C